(1-Cyano-2-ethoxy-2-oxo-ethylidenaminooxy)dimethylaminomorpholinocarbenium C(#N)C(C(=O)OCC)=NO[C+](N1CCOCC1)N(C)C